2-methyl-2-[4-(3-{[4-(trifluoromethyl)phenyl]amino}pyrazin-2-yl)piperazin-1-yl]propanenitrile CC(C#N)(C)N1CCN(CC1)C1=NC=CN=C1NC1=CC=C(C=C1)C(F)(F)F